5-hydroxy-1-(4-methoxybenzyl)-1H-pyrazole-4-carboxylic acid OC1=C(C=NN1CC1=CC=C(C=C1)OC)C(=O)O